C(=O)(O)C=1NC=C(N1)C(=O)O 2,4-dicarboxylimidazole